O1C=CC2=C1C=CC(=C2)C2=NN1C(N(C(=C(C1=O)N1CCNCC1)CC)CC(=O)NC1=CC=C(C=C1)S(F)(F)(F)(F)F)=N2 2-(2-(benzofuran-5-yl)-5-ethyl-7-oxo-6-(piperazine-1-yl)-[1,2,4]triazolo[1,5-a]pyrimidin-4(7H)-yl)-N-(4-(pentafluoro-λ6-sulfanyl)phenyl)acetamide